6-[4-(dimethylamino)-5,6-difluoro-8-(methylamino)-9H-pyrido[2,3-b]indol-3-yl]-1-[2-(methylamino)ethyl]-4-oxo-1,8-naphthyridine-3-carboxylic acid CN(C1=C(C=NC=2NC3=C(C=C(C(=C3C21)F)F)NC)C=2C=C1C(C(=CN(C1=NC2)CCNC)C(=O)O)=O)C